ClCC=1C(=C(C(=C(C1C(C)C)CCl)C)O)C 3,5-bis(chloromethyl)-2,6-dimethyl-4-isopropylphenol